2-chloro-5,6,7,8-tetrahydropyrido[2,3-d]pyrimidine ClC=1N=CC2=C(N1)NCCC2